4-(3-(4-acryloylpiperazin-1-yl)-2-(hydroxymethyl)azetidin-1-yl)-6-(4-(1,4-dimethyl-1H-pyrazol-5-yl)piperidin-1-yl)-2-(trifluoromethyl)nicotinonitrile C(C=C)(=O)N1CCN(CC1)C1C(N(C1)C1=CC(=NC(=C1C#N)C(F)(F)F)N1CCC(CC1)C1=C(C=NN1C)C)CO